(R*)-6-(3-(Difluoromethyl)-4-fluorophenyl)-1-((ethylsulfinyl)methyl)-1H-pyrazolo[4,3-b]pyridine FC(C=1C=C(C=CC1F)C=1C=C2C(=NC1)C=NN2C[S@](=O)CC)F |o1:19|